NC=1N(C(C=2C=C(C=NC2C1C#N)CO)=O)C1=C(C(=CC=C1C)OC)C 7-Amino-3-(hydroxymethyl)-6-(3-methoxy-2,6-dimethylphenyl)-5-oxo-5,6-dihydro-1,6-naphthyridine-8-carbonitrile